C(CC\C=C\CC)(=O)O Trans-4-Heptenoic acid